ClOC([C@H](O)C1=CC=CC=C1)=O (R)-O-CHLOROMANDELIC ACID